FC1(CC12CN(CCC2)C2CCN(CC2)C=2SC(=CN2)C(=O)NCC2=NC=C(C=C2F)F)F 2-[4-(1,1-difluoro-5-azaspiro[2.5]oct-5-yl)piperidin-1-yl]-N-[(3,5-difluoropyridin-2-yl)methyl]-1,3-thiazole-5-carboxamide